6-((4-hydroxypiperidin-1-yl)methyl)pyrimidine-2,4(1H,3H)-dione OC1CCN(CC1)CC1=CC(NC(N1)=O)=O